CC1=C(C(=C(C2=C1O[C@](CC2)(C)CCC[C@H](C)CCC[C@H](C)CCCC(C)C)C)OC(=O)CCC(=O)O)C α-Tocopherol Succinate